S1C2=C(C=C1)C(=CC=C2)N2CCN(CC2)CCCCOC2=CC=C1C=CC(N(C1=C2)C(=O)C2CCCCCC2)=O 7-(4-(4-(benzo[b]thiophen-4-yl)piperazin-1-yl)butoxy)-1-(cycloheptanecarbonyl)quinolin-2(1H)-one